N-(6-oxaspiro[4.5]decan-9-yl)-N-(p-tolyl)acetamide hydrochloride Cl.C1CCCC12OCCC(C2)N(C(C)=O)C2=CC=C(C=C2)C